4-(1-ethyl-3-(pyridin-3-yl)-1H-pyrazol-4-yl)-N-(4-(4-((3-methyloxetan-3-yl)methyl)piperazin-1-yl)phenyl)pyrimidin-2-amine C(C)N1N=C(C(=C1)C1=NC(=NC=C1)NC1=CC=C(C=C1)N1CCN(CC1)CC1(COC1)C)C=1C=NC=CC1